C(C(C)(C)C)(=O)O.N1CCC1 azetidine pivalate